4-[hydroxy(2-thienyl)methyl]-1,5-dimethyl-pyrazole-3-carboxylic acid ethyl ester C(C)OC(=O)C1=NN(C(=C1C(C=1SC=CC1)O)C)C